(2,2-difluorovinyl)-1,1'-biphenyl FC(=CC1=C(C=CC=C1)C1=CC=CC=C1)F